CC(CNC(OCC1=CC=CC=C1)=O)(C)C1=CC=C(C=C1)B1OC(C(O1)(C)C)(C)C benzyl (2-methyl-2-(4-(4,4,5,5-tetramethyl-1,3,2-dioxaborolan-2-yl)phenyl)propyl)carbamate